OC(C(=O)O)CCCCCCCCCCCCCCCCCCCCCCCC α-hydroxycerotic acid